methyl 2-methyl-2-(1-(tetrahydro-2H-pyran-2-yl)-1H-pyrazol-3-yl)propanoate CC(C(=O)OC)(C)C1=NN(C=C1)C1OCCCC1